6-(4-Chloro-3-isopropyl-3H-imidazo[4,5-c]pyridin-6-yl)-1'-(oxetan-3-yl)-1-((1s,3s)-3-(piperidin-1-yl)cyclobutyl)spiro[indolin-3,4'-piperidin]-2-one ClC1=NC(=CC2=C1N(C=N2)C(C)C)C2=CC=C1C(=C2)N(C(C12CCN(CC2)C2COC2)=O)C2CC(C2)N2CCCCC2